4-methyl-1-(3-(4-nitrophenyl)propyl)-1,4-diazepan-5-one CN1CCN(CCC1=O)CCCC1=CC=C(C=C1)[N+](=O)[O-]